C(C)(C)(C)OC(=O)N1CCC2(CC1)CCC(CC2)O 9-hydroxy-3-azaspiro[5.5]undecane-3-carboxylic acid tert-butyl ester